4-(2-Amino-4-(2,3-dihydrobenzo[b][1,4]dioxin-6-yl)-1H-imidazol-5-yl)pyridin-2-amine NC=1NC(=C(N1)C1=CC2=C(OCCO2)C=C1)C1=CC(=NC=C1)N